BrC(C)C1=CC(=C(C=C1)C=1N(C=C(N1)C(F)(F)F)C(C)C)OC 2-(4-(1-bromoethyl)-2-methoxyphenyl)-1-isopropyl-4-(trifluoromethyl)-1H-imidazole